NC1(CC1)/C=C/C1=C(C=C(C=C1C)Cl)C1=C2C(=NC=C1)C=C(S2)CN2C(C1C(C1C2=O)(C)C)=O (E)-3-((7-(2-(2-(1-aminocyclopropyl)vinyl)-5-chloro-3-methylphenyl)thieno[3,2-b]pyridin-2-yl)methyl)-6,6-dimethyl-3-azabicyclo[3.1.0]hexane-2,4-dione